Cl.N1N=C[NH+]=C1 1H-1,2,4-triazol-4-ium hydrochloride